CC1=C(NC2=C(N=C3N2C=CN=C3)C3=CC=C(C(=O)OC)C=C3)C=CC=C1 methyl 4-[3-(2-methylanilino) imidazo[1,2-a]pyrazin-2-yl]benzoate